7-(4,4-difluoropiperidin-1-yl)-N'-(4-nitro-2-(6-azaspiro[2.5]oct-6-yl)benzoyl)pyrazolo[1,5-a]pyridine-5-carboxylic acid hydrazide FC1(CCN(CC1)C1=CC(=CC=2N1N=CC2)C(=O)NNC(C2=C(C=C(C=C2)[N+](=O)[O-])N2CCC1(CC1)CC2)=O)F